[C@H]12CN(C[C@H](CCC1)N2)C(=O)O (1R,5S)-3,9-diazabicyclo[3.3.1]nonane-3-carboxylic acid